CC1=C(C=CC=C1)N1C(N=CC2=C1N=CC=C2)=O 1-(2-methylphenyl)pyrido[2,3-d]pyrimidin-2-one